ClC=1C=C(CNC2=NC(=NC3=CC=C(C=C23)C=2C(=NOC2C)C)C(=O)NC2CCN(CC2)S(=O)(=O)C)C=CC1 4-((3-chlorobenzyl)amino)-6-(3,5-dimethylisoxazol-4-yl)-N-(1-(methylsulfonyl)piperidin-4-yl)quinazoline-2-carboxamide